(2-bromophenyl)(cyclobutyl)sulfane BrC1=C(C=CC=C1)SC1CCC1